CC(CN1C(NC(CC1=O)=O)=O)C 2-methylpropyl-2,4,6(1H,3H,5H)-pyrimidinetrione